C1=CC=C2C(=C1)N=C3C=CC=C(C3=N2)C(=O)[O-] The molecule is a monocarboxylic acid anion that is the conjugate base of phenazine-1-carboxylic acid; major species at pH 7.3. It is a conjugate base of a phenazine-1-carboxylic acid.